N-(9,9-Diphenyl-9H-fluoren-2-yl)-N,9-diphenyl-9H-carbazol-3-amine C1(=CC=CC=C1)C1(C2=CC=CC=C2C=2C=CC(=CC12)N(C=1C=CC=2N(C3=CC=CC=C3C2C1)C1=CC=CC=C1)C1=CC=CC=C1)C1=CC=CC=C1